(1-(4,4-difluorocyclohexyl)-1H-indol-5-yl)acrylamide FC1(CCC(CC1)N1C=CC2=CC(=CC=C12)C(C(=O)N)=C)F